5-[(6S)-2,2-Difluoro-7-[(5-methoxy-7-methyl-1H-indol-4-yl)methyl]-7-azaspiro[3.5]nonan-6-yl]-6-(3-methoxyazetidin-1-yl)pyridine-2-carboxylic acid FC1(CC2(C1)C[C@H](N(CC2)CC2=C1C=CNC1=C(C=C2OC)C)C=2C=CC(=NC2N2CC(C2)OC)C(=O)O)F